(4-{[5-chloro-7-(dimethylamino)-[1,2,4]triazolo[1,5-a]pyrimidin-6-yl]methyl}phenyl)(imino)methyl-λ6-sulfanone ClC1=NC=2N(C(=C1CC1=CC=C(C=C1)[SH2](=O)C=N)N(C)C)N=CN2